aminodiazole NC1=NNC=C1